(2R,4R)-4-((4-acetyl-3-methyl-6-((5-methyl-1H-pyrazol-3-yl)-amino)pyridin-2-yl)methyl)-1-(3-chloro-2-fluorobenzyl)-2-methyl-piperidine-4-carboxylic acid C(C)(=O)C1=C(C(=NC(=C1)NC1=NNC(=C1)C)C[C@@]1(C[C@H](N(CC1)CC1=C(C(=CC=C1)Cl)F)C)C(=O)O)C